(E)-2-((2,5-dimethyl-pyrrol-1-yl)methyl)-3-fluoroprop-2-en-1-ol CC=1N(C(=CC1)C)C/C(/CO)=C\F